FC(OC1=CC=C(C=C1)N1N=C(N=C1)N1CCC(CC1)CCC(=O)O)(F)F 3-(1-(1-(4-(trifluoromethoxy)phenyl)-1H-1,2,4-triazol-3-yl)piperidin-4-yl)propanoic acid